FC(C(=O)O)(F)F.O=C1NC(CC[C@H]1NC1=CC=C(C=C1)C1CCN(CC1)CC(=O)O)=O (R)-2-(4-(4-((2,6-dioxopiperidin-3-yl)amino)phenyl)piperidin-1-yl)acetic acid compound with 2,2,2-trifluoroacetic acid